BrC1=CC=C(C=C1)[C@@H](C(F)(F)F)N (1S)-1-(4-bromophenyl)-2,2,2-trifluoroethan-1-amine